Racemic-N-(1-(6,7-difluoro-4-oxo-3,4-dihydrophthalazin-1-yl)ethyl)-8-fluoro-N-methylindolizine-2-carboxamide FC=1C=C2C(NN=C(C2=CC1F)[C@@H](C)N(C(=O)C=1C=C2C(=CC=CN2C1)F)C)=O |r|